(E)-1-(isoindolin-2-yl)-3-(6-methoxy-2-(pyridin-3-yl)imidazo[1,2-a]pyridin-3-yl)prop-2-en-1-one C1N(CC2=CC=CC=C12)C(\C=C\C1=C(N=C2N1C=C(C=C2)OC)C=2C=NC=CC2)=O